N1(C=NC=C1)C1=NC(=NC=C1)C(=O)NC1CCC(CC1)OC 4-(1H-imidazol-1-yl)-N-(4-methoxycyclohexyl)pyrimidine-2-carboxamide